4-benzoylbenzyl ether C(C1=CC=CC=C1)(=O)C1=CC=C(COCC2=CC=C(C=C2)C(C2=CC=CC=C2)=O)C=C1